C(CCCCCCC)C(C(C(=O)[O-])S(=O)(=O)O)(C(=O)[O-])CCCCCCCC.[K+].[K+] potassium dioctyl-sulfosuccinate salt